(S)-4-(2-hydroxyethyl)-2-(methoxymethyl)-2-methyl-1,2,4,7-tetrahydro-3H-pyrrolo[3',2':5,6]pyrido[3,4-b]pyrazin-3-one OCCN1C2=C(N[C@@](C1=O)(C)COC)C1=C(N=C2)NC=C1